NC(C(=O)OC)C1CCN(CC1)C(=O)OC(C)(C)C tert-butyl 4-(1-amino-2-methoxy-2-oxoethyl)piperidine-1-carboxylate